C(C)(C)(C)C=1C=C(C=2NC3=C(C=C(C=C3C2C1)C(C)(C)C)CC)CC 3,6-di-tertiary butyl-1,8-diethyl-9H-carbazole